BrC1=NC=CC(=C1)C(CC1=NC=CC=C1)=NNC1=NC(=CN=C1)OC(F)F (2-[1-(2-bromopyridin-4-yl)-2-(pyridin-2-yl)ethylidene]hydrazinyl)-6-(difluoromethoxy)pyrazine